(2S,3R)-2-((((9H-fluoren-9-yl)methoxy)carbonyl)amino)-3-methylheptanoic acid C1=CC=CC=2C3=CC=CC=C3C(C12)COC(=O)N[C@H](C(=O)O)[C@@H](CCCC)C